C(C)OC(=O)C1CNC2=C(O1)C=C(C(=C2)Cl)Br 7-bromo-6-chloro-3,4-dihydro-2H-benzo[b][1,4]Oxazine-2-carboxylic acid ethyl ester